Benzyl (1R,7R,8R)-8-chloro-5-oxa-2-azabicyclo[5.1.0]octane-2-carboxylate Cl[C@@H]1[C@H]2COCCN([C@@H]12)C(=O)OCC1=CC=CC=C1